IC1=NN(C2=CC(=CC=C12)[C@@H]1C[C@@]12C(N(C1=CC=CC=C21)C)=O)C(=O)OC(C)(C)C tert-butyl 3-iodo-6-[(1S,2R)-1'-methyl-2'-oxo-spiro[cyclopropane-2,3'-indoline]-1-yl]indazole-1-carboxylate